N[C@@H](C(F)(F)F)C (R,S)-2-amino-1,1,1-trifluoropropane